fructosyl-valylhistidine OCC1([C@@H](O)[C@H](O)[C@H](O1)CO)N[C@@H](C(C)C)C(=O)N[C@@H](CC1=CNC=N1)C(=O)O